5-(4-chloropyridin-3-yl)-N-[2,5-difluoro-4-(trifluoromethyl)phenyl]-1H-pyrrole-3-sulfonamide ClC1=C(C=NC=C1)C1=CC(=CN1)S(=O)(=O)NC1=C(C=C(C(=C1)F)C(F)(F)F)F